2-(2-(difluoromethyl)-6-methylpyrimidin-4-yl)-2,6-diazaspiro[3.4]octane FC(C1=NC(=CC(=N1)N1CC2(C1)CNCC2)C)F